3,4-dimethyl-1,3-pentanediol CC(CCO)(C(C)C)O